3-((4-Methylenehept-3-yl)oxy)propionitrile C=C(C(CC)OCCC#N)CCC